COC1=C(C(=O)NC=2NC=CN2)C=CC(=C1)C1=NC(=CN=C1)C=1SC=C(C1)NC(CCCC)=O 2-methoxy-4-(6-(4-pentanamidothiophen-2-yl)pyrazin-2-yl)-N-(1H-imidazol-2-yl)benzamide